FC1=NC(=C2N=CNC2=N1)C1=C(C=CC=C1C(=O)N)C1=CC(=CC=C1)C(=O)N (2-fluoro-9H-purin-6-yl)-[1,1'-biphenyl]-3,3'-dicarboxamide